1-(4-(phenylthio)phenyl)-1,2-octanedione 2-(O-benzoyl oxime) C(C1=CC=CC=C1)(=O)ON=C(C(=O)C1=CC=C(C=C1)SC1=CC=CC=C1)CCCCCC